1-(2,6,6-Trimethyl-1-cyclohex-2-enyl)pent-1-en-3-one CC=1C(C(CCC1)(C)C)C=CC(CC)=O